Tert-Butyl ((S)-(7-((R*)-cyclobutyl(4,4,4-trifluoro-3-methylbutanamido)methyl)imidazo[1,2-b]pyridazin-2-yl)(4,4-difluorocyclohexyl)methyl)carbamate C1(CCC1)[C@H](C1=CC=2N(N=C1)C=C(N2)[C@H](C2CCC(CC2)(F)F)NC(OC(C)(C)C)=O)NC(CC(C(F)(F)F)C)=O |o1:4|